CC(C=CC=O)=CCCC 4-methyl-octadienal